C(C)OC(CC1CC=C(CC1)B1OC(C(O1)(C)C)(C)C)=O.C1(=CC=CC=C1)N1CCN(CC1)C(=O)C1CCN(CC1)C(=O)C1=NNC(=C1)C1=CC=NC=C1 1-phenyl-4-{1-[5-(pyridin-4-yl)-1H-pyrazole-3-carbonyl]piperidine-4-carbonyl}piperazine ethyl-2-(4-(4,4,5,5-tetramethyl-1,3,2-dioxaborolan-2-yl)cyclohex-3-en-1-yl)acetate